N-(2-amino-1-(3-chloro-4-fluoro-phenyl)ethyl)-1-(2-((4-fluorophenyl)-amino)-5-methyl-pyridin-4-yl)-1H-pyrrole-3-carboxamide NCC(C1=CC(=C(C=C1)F)Cl)NC(=O)C1=CN(C=C1)C1=CC(=NC=C1C)NC1=CC=C(C=C1)F